C[Si](C1=CC=C(C=C1)C=C)(Br)C dimethylbromo(4-vinylphenyl)silane